7-formyl-2-(4-methoxyphenyl)naphtho[2,1-d]Oxazole C(=O)C=1C=C2C=CC=3N=C(OC3C2=CC1)C1=CC=C(C=C1)OC